1-amino-3-(6-fluoro-3,4-dihydroisoquinolin-2(1H)-yl)propan-2-ol NCC(CN1CC2=CC=C(C=C2CC1)F)O